COC1=C(C=CC=C1C1=NN(N=C1)C)NC1=C(N=NC(=C1)NC=1N=NC(=CC1)OC)C(=O)NC([2H])([2H])[2H] 4-{[2-methoxy-3-(2-methyl-2H-1,2,3-triazol-4-yl)phenyl]amino}-6-[(6-methoxypyridazin-3-yl)amino]-N-(2H3)methylpyridazine-3-carboxamide